2,2'-[thianthrene-1,6-diylbis(methyleneoxy[1,1'-binaphthalene]-2',2-diyloxy)]di(ethan-1-ol) C1(=CC=CC=2SC3=C(C=CC=C3SC12)COC1=C(C2=CC=CC=C2C=C1)C1=C(C=CC2=CC=CC=C12)OCCO)COC1=C(C2=CC=CC=C2C=C1)C1=C(C=CC2=CC=CC=C12)OCCO